5-(4-(7-chloro-1-methyl-2,3-dioxo-2,3-dihydropyrido[2,3-b]pyrazin-4(1H)-yl)piperidin-1-yl)pyrazine-2-carbonitrile ClC1=CC2=C(N(C(C(N2C)=O)=O)C2CCN(CC2)C=2N=CC(=NC2)C#N)N=C1